C(C(C)C)[C@H]1N(CCC(C1)C=1C=C(C2=C(NC(=N2)C=2C=C3C(=NC2)NC=C3)C1)C)C1CCNCC1 6-(r-isobutyl-[1,4'-bipiperidin]-4-yl)-4-methyl-2-(1H-pyrrolo[2,3-b]pyridin-5-yl)-1H-benzo[d]imidazole